5-((2-(1-(2-((3-Chloro-4-(trifluoromethoxy)benzyl)amino)ethyl)-1H-pyrazol-4-yl)ethyl)amino)benzo[c][2,6]naphthyridine-8-carboxamide ClC=1C=C(CNCCN2N=CC(=C2)CCNC2=NC3=C(C4=CN=CC=C24)C=CC(=C3)C(=O)N)C=CC1OC(F)(F)F